2-(6-amino-1-(4-amino-2-fluorobenzyl)-1H-pyrazolo[3,4-d]pyrimidin-4-yl)isonicotinonitrile NC1=NC(=C2C(=N1)N(N=C2)CC2=C(C=C(C=C2)N)F)C=2C=C(C#N)C=CN2